N-(2,2-dimethoxyethyl)-2,5-diiodobenzene-carboxamide COC(CNC(=O)C1=C(C=CC(=C1)I)I)OC